2,7-bis[(3-ethyloxetan-3-yl)methoxy]naphthalene pentasodium [Na].[Na].[Na].[Na].[Na].C(C)C1(COC1)COC1=CC2=CC(=CC=C2C=C1)OCC1(COC1)CC